N1=CC=C(C=C1)C1=NNC(=C1)NC(C=CC1=CC(=C(C(=C1)F)F)F)=O N-(3-(pyridin-4-yl)-1H-pyrazol-5-yl)-3-(3,4,5-trifluorophenyl)propenamide